3-(5-(difluoromethyl)-1,3,4-thiadiazol-2-yl)-N-(1-methylcyclopropyl)imidazo[1,5-a]pyridine-6-sulfonamide formate C(=O)O.FC(C1=NN=C(S1)C1=NC=C2N1C=C(C=C2)S(=O)(=O)NC2(CC2)C)F